5-(5,5-difluoro-4-hydroxy-3-iodo-4,5,6,7-tetrahydro-1H-indol-1-yl)-2-fluorobenzonitrile FC1(C(C=2C(=CN(C2CC1)C=1C=CC(=C(C#N)C1)F)I)O)F